(7R)-2-(2-aminopyrimidin-4-yl)-3-[(3-chloro-2-methoxyphenyl)amino]-7-(2-methoxyethyl)-1H,5H,6H,7H-pyrrolo[3,2-c]pyridin-4-one NC1=NC=CC(=N1)C1=C(C=2C(NC[C@H](C2N1)CCOC)=O)NC1=C(C(=CC=C1)Cl)OC